C#N methanonitrile